ClC=1C=C2C=C(C(NC2=CC1)=O)CNC=1C(N(C(=CC1)C)C)=O 6-chloro-3-{[(1,6-dimethyl-2-oxo-1,2-dihydropyridin-3-yl)amino]methyl}-1,2-dihydroquinolin-2-one